dimethyl-1-(pyridin-2-yl-methyl)-5H-[1,2,4]triazolo[4,3-a]quinoxaline CN1C(=C2N(C3=CC=CC=C13)C(N=N2)CC2=NC=CC=C2)C